(S)-quinuclidin-3-yl (2,2-dimethyl-6-(4-(trifluoromethoxy)phenyl)-2,3-dihydro-1H-inden-1-yl)carbamat CC1(C(C2=CC(=CC=C2C1)C1=CC=C(C=C1)OC(F)(F)F)NC(O[C@@H]1CN2CCC1CC2)=O)C